O=C1N(CCC(N1)=O)C1=CN=C2N1C=CC(=C2)C#CCOC2CCN(CC2)C(=O)C2=CC=C(C=C2)NC(OC(C)(C)C)=O tert-butyl N-[4-[4-[3-[3-(2,4-dioxohexahydropyrimidin-1-yl)imidazo[1,2-a]pyridin-7-yl]prop-2-ynoxy]piperidine-1-carbonyl]phenyl]carbamate